phenylbis(2,4,6-trimethylbenzoyl)phosphin oxide C1(=CC=CC=C1)P(C(C1=C(C=C(C=C1C)C)C)=O)(C(C1=C(C=C(C=C1C)C)C)=O)=O